N-(5-(4-(Dimethylamino)piperidin-1-yl)pyridin-2-yl)-5-fluoro-4-(8-fluoroquinolin-6-yl)pyrimidin-2-amine CN(C1CCN(CC1)C=1C=CC(=NC1)NC1=NC=C(C(=N1)C=1C=C2C=CC=NC2=C(C1)F)F)C